FC(CN1N=CC(=C1C)C1=NC(=CC=C1C(C)O)N1C=NC2=C1C=CC(=C2)NC=2N=NC(=CC2)C)(C)F 1-[2-[1-(2,2-difluoropropyl)-5-methyl-pyrazol-4-yl]-6-[5-[(6-methylpyridazin-3-yl)amino]benzimidazol-1-yl]-3-pyridyl]ethanol